NC1=NC=2C=CC(=CC2C2=C1C=NN2C)C(=O)N(CC2=NC=C(C=C2)C#C)C=2C=NN(C2)C(F)F 4-amino-N-(1-(difluoromethyl)-1H-pyrazol-4-yl)-N-((5-ethynylpyridin-2-yl)methyl)-1-methyl-1H-pyrazolo[4,3-c]quinoline-8-carboxamide